N1-(6-(4-Isopropyl-4H-1,2,4-triazol-3-yl)pyridin-2-yl)-N3-(pyrimidin-4-yl)isophthalamide C(C)(C)N1C(=NN=C1)C1=CC=CC(=N1)NC(C1=CC(C(=O)NC2=NC=NC=C2)=CC=C1)=O